(R)-(6-(4-(5-chloro-7-((1-cyclobutylethyl)amino)-[1,2,4]triazolo[1,5-a]pyrimidin-6-yl)-3,5-difluorophenoxy)spiro[3.3]hept-2-yl)(methyl)carbamic acid tert-butyl ester C(C)(C)(C)OC(N(C)C1CC2(C1)CC(C2)OC2=CC(=C(C(=C2)F)C=2C(=NC=1N(C2N[C@H](C)C2CCC2)N=CN1)Cl)F)=O